[Br-].C(=O)(O)CCCCCC1=C(C=CC=C1)P(C1=CC=CC=C1)C1=CC=CC=C1 carboxypentyl-triphenylphosphine bromide